8-(3-Fluoro-2-methoxypyridin-4-yl)-9-(3-fluoro-4-((1-(3-fluoropropyl)azetidin-3-yl)methyl)phenyl)-6,7-dihydro-5H-benzo[7]annulen FC=1C(=NC=CC1C=1CCCC2=C(C1C1=CC(=C(C=C1)CC1CN(C1)CCCF)F)C=CC=C2)OC